FC1(CC(CNC1)C1=NC=2C(=NC=CC2C2CCN(CC2)C(=O)C2=CC=C(C=C2)OC(F)(F)F)N1)F [4-[2-(5,5-difluoro-3-piperidyl)-3H-imidazo[4,5-b]pyridin-7-yl]-1-piperidyl]-[4-(trifluoromethoxy)phenyl]methanone